N,N-dimethyl-3-(2-methyltetrazol-5-yl)-4-(3-phenoxyanilino)benzenesulfonamide tert-butyl-5-cyano-1H-pyrrolo[2,3-c]pyridine-1-carboxylate C(C)(C)(C)OC(=O)N1C=CC=2C1=CN=C(C2)C#N.CN(S(=O)(=O)C2=CC(=C(C=C2)NC2=CC(=CC=C2)OC2=CC=CC=C2)C=2N=NN(N2)C)C